ClC1=C(C=CC=C1)C(CBr)=O 2'-chloro-2-bromoacetophenone